(R)-4-isopropenyl-1-methyl-1-cyclohexene C(=C)(C)[C@H]1CC=C(CC1)C